[(4-bromo-3-cyanothieno[2,3-c]pyridin-2-yl)amino]methane BrC1=C2C(=CN=C1)SC(=C2C#N)NC